C1(=NC=CC2=CC=CC=C12)C1=CC=CC=C1 (isoquinolinyl)benzene